C(C)C(CN1C[C@H](CCC1)N1C(NC2=C1C=C(C(=C2)C=2C=C(C=1N(C2)N=CN1)OC)C(C)C)=O)CC (S)-1-(1-(2-ethylbutyl)piperidin-3-yl)-6-isopropyl-5-(8-methoxy-[1,2,4]triazolo[1,5-a]pyridin-6-yl)-1,3-dihydro-2H-benzo[d]imidazol-2-one